cinnoline-4(3H)-one N1=NCC(C2=CC=CC=C12)=O